{3-[(tert-butyldimethylsilyl)oxy]azetidin-1-yl}-6-chloro-2-cyclopropyl-5-methoxypyrimidine [Si](C)(C)(C(C)(C)C)OC1CN(C1)C1=NC(=NC(=C1OC)Cl)C1CC1